ClC=1C(=C(C=CC1)B(O)O)C(=O)OC (3-chloro-2-(methoxycarbonyl)phenyl)Boronic acid